2,6-Difluoro-4-iodo-3-pyridinecarbaldehyde FC1=NC(=CC(=C1C=O)I)F